2-(6-bromopyridin-3-yl)-6-chloro-[1,2,4]triazolo[1,5-a]pyridin-3-yloxy oxide BrC1=CC=C(C=N1)C1N(N2C(C=CC(=C2)Cl)=N1)OOON1C(N=C2N1C=C(C=C2)Cl)C=2C=NC(=CC2)Br